[3-(1H-imidazol-5-yl)-2-[3-(trifluoromethyl)-1H-1,2,4-triazol-5-yl]imidazo[1,2-a]pyrimidin-6-yl]methanol N1C=NC=C1C1=C(N=C2N1C=C(C=N2)CO)C2=NC(=NN2)C(F)(F)F